Boc-t-Butyl-Glycine C(=O)(OC(C)(C)C)N(CC(=O)O)C(C)(C)C